5-((3-carbamoyl-6-(2,6-difluorophenyl)pyridazin-4-yl)amino)indoline-1-Carboxylic acid tert-butyl ester C(C)(C)(C)OC(=O)N1CCC2=CC(=CC=C12)NC1=C(N=NC(=C1)C1=C(C=CC=C1F)F)C(N)=O